2-(biphenyl-4-yl)-6-(phenanthren-9-yl)-4-(4-pyridin-3-yl-phenyl)-benzothiazole C1(=CC=C(C=C1)C=1SC2=C(N1)C(=CC(=C2)C=2C1=CC=CC=C1C=1C=CC=CC1C2)C2=CC=C(C=C2)C=2C=NC=CC2)C2=CC=CC=C2